4-bromo-6-fluoro-3H-indene BrC1=C2CC=CC2=CC(=C1)F